Methyl (R)-2-methyl-2,3,4,5-tetrahydrobenzo[f][1,4]oxazepine-8-carboxylate C[C@H]1OC2=C(CNC1)C=CC(=C2)C(=O)OC